CC(CP([O-])(=O)CC(CC(C)(C)C)C)CC(C)(C)C.C(CCCCC)[P+](CCCCCCCCCCCCCC)(CCCCCC)CCCCCC Trihexyltetradecylphosphonium bis(2,4,4-trimethylpentyl)phosphinate